C(C1=CC=CC=C1)[C@@H]1N(C(OC1)=O)C(=O)[C@@H](CC(=O)OC(C)(C)C)CC(F)(F)F tert-butyl (S)-3-((S)-4-benzyl-2-oxooxazolidine-3-carbonyl)-5,5,5-trifluoropentanoate